ethyl 7-chloro-3-fluoro-1H-pyrrolo[2,3-c]pyridine-2-carboxylate ClC=1N=CC=C2C1NC(=C2F)C(=O)OCC